NC(CCC)C=1C=NN(C1C(F)(F)F)C1=CC=C(C=C1)N1C(C(=C(C=C1)Cl)Cl)=O 1-(4-(4-(1-aminobutyl)-5-(trifluoromethyl)-1H-pyrazol-1-yl)phenyl)-3,4-dichloropyridin-2(1H)-one